CN(C)CC1=CC(=C(C=C1)C1=NN2C(O[C@@H](CC2)C)=C1C(=O)N[C@@H]1C(NC2=C(C(=N1)C1=CC=CC=C1)C=CC=C2F)=O)F (5R)-2-[4-[(Dimethylamino)methyl]-2-fluorophenyl]-N-[(3S)-9-fluoro-2-oxo-5-phenyl-1,3-dihydro-1,4-benzodiazepin-3-yl]-5-methyl-6,7-dihydro-5H-pyrazolo[5,1-b][1,3]oxazine-3-carboxamide